tert-butyl (S)-4-(6-(4-(1H-imidazol-1-yl)-2-(methoxymethoxy) phenyl)-1,2,4-triazin-3-yl)-2-isopropylpiperazine-1-carboxylate N1(C=NC=C1)C1=CC(=C(C=C1)C1=CN=C(N=N1)N1C[C@@H](N(CC1)C(=O)OC(C)(C)C)C(C)C)OCOC